6-((1S,3R)-6-fluoro-3-methyl-2-(2,2,2-trifluoroethyl)-2,3,4,9-tetrahydro-1H-pyrido[3,4-b]indol-1-yl)-N-((S)-1-(3-fluoropropyl)pyrrolidin-3-yl)pyridin-3-amine FC=1C=C2C3=C(NC2=CC1)[C@H](N([C@@H](C3)C)CC(F)(F)F)C3=CC=C(C=N3)N[C@@H]3CN(CC3)CCCF